6-amino-N-{2-[3-(fluoromethyl)-4-(methylamino)pyrrolidin-1-yl]-5,6,7,8-tetrahydroquinolin-6-yl}-2-methylthieno[2,3-d][1,3]thiazole-5-carboxamide NC1=C(SC=2N=C(SC21)C)C(=O)NC2CC=1C=CC(=NC1CC2)N2CC(C(C2)NC)CF